2-{[2-(dimethyl-amino)ethyl]methyl-amino}ethanol CN(CCN(CCO)C)C